1,8-Diisocyanatooctan N(=C=O)CCCCCCCCN=C=O